(2S)-2-[9H-fluoren-9-ylmethoxycarbonyl-(methyl)amino]-3-tetrahydropyran-2-yloxy-propanoic acid C1=CC=CC=2C3=CC=CC=C3C(C12)COC(=O)N([C@H](C(=O)O)COC1OCCCC1)C